3,4-diphenyl-2-(3,4,5-trimethoxyphenyl)-2,3-dihydro-oxazole C1(=CC=CC=C1)N1C(OC=C1C1=CC=CC=C1)C1=CC(=C(C(=C1)OC)OC)OC